1-methyl-6-[4-[2-oxo-2-(tetrahydropyran-4-ylamino)ethoxy]phenoxy]indazole-5-carboxamide CN1N=CC2=CC(=C(C=C12)OC1=CC=C(C=C1)OCC(NC1CCOCC1)=O)C(=O)N